[5-[1-[2-(aminomethyl)-3,3-difluoro-allyl]-5-oxo-1,2,4-triazol-4-yl]-2-pyridinyl]-8-methyl-3,4-dihydro-1H-quinolin-2-one trifluoroacetate FC(C(=O)O)(F)F.NCC(CN1N=CN(C1=O)C=1C=CC(=NC1)N1C(CCC2=CC=CC(=C12)C)=O)=C(F)F